[rac-(1S,2S,5R)-3-oxa-6-azabicyclo[3.1.1]heptan-2-yl]methanol [C@H]12[C@H](OC[C@H](N1)C2)CO |r|